(4-amino-[[1,1'-biphenyl]-3-yl]amino)piperidin-1-carboxylate NC1=C(C=C(C=C1)C1=CC=CC=C1)NC1N(CCCC1)C(=O)[O-]